2-amino-6-cyclopropyl-1-(6-fluoro-5-methyl-1-tetrahydropyran-2-yl-indazol-4-yl)-7-(3,3,3-trifluoropropyl)pyrrolo[3,2-c]pyridine NC1=CC=2C=NC(=C(C2N1C1=C2C=NN(C2=CC(=C1C)F)C1OCCCC1)CCC(F)(F)F)C1CC1